ethyl-1-glycidyl-pyrrolidine C(C)C1N(CCC1)CC1CO1